2-(4-methylphenyl)-1,4-phenylene ether CC1=CC=C(C=C1)C1=C2C=CC(=C1)O2